CN(CCCOC1=CC=C(C=N1)C1=CC=C2N=CC=3N(C(N4[C@H](COC1=C2C34)CC)=O)C)C (S)-7-(6-(3-(Dimethylamino)propoxy)pyridin-3-yl)-10-ethyl-2-methyl-9,10-dihydro-8-oxa-2,4,10a-triazanaphtho[2,1,8-cde]azulene-1(2H)-one